C[C@H]1[C@H](CC=CC1)C1=CC=CC=C1 (1R,2S)-1-methyl-2-phenylcyclohex-4-ene